C(#N)C1=C(C=C(C2=CN(N=C12)CC1=CC=C(C=C1)OC)C1CCC2(OCCO2)CC1)C1=CC=C(CNC(C2=C(C=CC(=C2)F)OC)=O)C=C1 N-(4-(7-cyano-2-(4-methoxybenzyl)-4-(1,4-dioxaspiro[4.5]decan-8-yl)-2H-indazol-6-yl)benzyl)-5-fluoro-2-methoxybenzamide